CC(CCC(=O)[NH-])C dimethylbutyrylamide